5-bromoindane-2-carboxylic acid BrC=1C=C2CC(CC2=CC1)C(=O)O